2-(2,5-Difluorobenzyl)-2,9-diazaspiro[5.5]undecane dihydrochloride Cl.Cl.FC1=C(CN2CC3(CCC2)CCNCC3)C=C(C=C1)F